3-((tetrahydro-2H-pyran-4-yl)methyl)thiazol-2(3H)-imine O1CCC(CC1)CN1C(SC=C1)=N